ClC1=CC(=C(C=C1C)O)CN1CCC(CC1)CO 4-chloro-2-[[4-(hydroxymethyl)piperidin-1-yl]methyl]-5-methylphenol